8-[(1R)-1-[2-(difluoromethylsulfonyl)anilino]ethyl]-3,6-dimethyl-2-morpholino-quinazolin-4-one FC(S(=O)(=O)C1=C(N[C@H](C)C=2C=C(C=C3C(N(C(=NC23)N2CCOCC2)C)=O)C)C=CC=C1)F